sodium palmitoyl alcohol C(CCCCCCCCCCCCCCC)(=O)O.[Na]